{3-[(1,3-benzothiazol-2-yl)({[2-(trimethylsilyl)ethoxy]methyl})amino]-4-cyclopropyl-5H,6H,7H,8H-pyrido[2,3-c]pyridazin-8-yl}-5-bromo-1,3-thiazole-4-carboxylic acid ethyl ester C(C)OC(=O)C=1N=C(SC1Br)N1CCCC2=C1N=NC(=C2C2CC2)N(COCC[Si](C)(C)C)C=2SC1=C(N2)C=CC=C1